FC=1C=CC=C2C=C(NC(C12)=O)C1CNCC1 8-fluoro-3-(pyrrolidin-3-yl)isoquinolin-1(2H)-one